4-ethyl-2,3-dioxopiperazine-1-carbonyl chloride C(C)N1C(C(N(CC1)C(=O)Cl)=O)=O